C(C)(=O)N[C@@H](CC(=O)[O-])C(=O)[O-] N-Acetylaspartat